N,N-dimethylformamide, sodium salt [Na].CN(C=O)C